CC(C)(C)S(=O)N[C@@H]1CCN(C2=C(C=CC=C12)C)S(=O)(=O)C1=C(C=C(C=C1)C=1C=NN(C1)C)C |r| 2-methyl-N-[rac-(4R)-8-methyl-1-[2-methyl-4-(1-methylpyrazol-4-yl)phenyl]sulfonyl-3,4-dihydro-2H-quinolin-4-yl]propane-2-sulfinamide